7-[[(11R)-3-chloro-6-methyl-5,5-dioxo-11H-benzo[c][1,2]benzothiazepine-11-yl]amino]heptanoate ClC1=CC2=C([C@@H](C3=C(N(S2(=O)=O)C)C=CC=C3)NCCCCCCC(=O)[O-])C=C1